(dimethylphosphoryl)-5-methylpyridin-3-amine CP(=O)(C)C1=NC=C(C=C1N)C